(S)-(4-(4-(3-aminopiperidin-1-yl)-6-((2-(2-fluoro-6-methoxyphenyl)pyrimidin-4-yl)amino)pyridin-3-yl)phenyl)(piperazin-1-yl)methanone hydrochloride Cl.N[C@@H]1CN(CCC1)C1=C(C=NC(=C1)NC1=NC(=NC=C1)C1=C(C=CC=C1OC)F)C1=CC=C(C=C1)C(=O)N1CCNCC1